CN(CC(=O)O)S(=O)(=O)C1=CC=C(C=C1)C(\C=C\C1=CC=C(C=C1)C1=CC=CC=C1)=O 2-[Methyl-[4-[(E)-3-(4-phenylphenyl)prop-2-enoyl]phenyl]sulfonylamino]acetic acid